O=C1N(CCC(N1)=O)C1=CN=CC2=C(C=CC=C12)CCCN1C[C@H](NCC1)C(=O)O (2S)-4-[3-[4-(2,4-dioxohexahydropyrimidin-1-yl)-8-isoquinolyl]propyl]piperazine-2-carboxylic acid